(R)-1-(1-acryloylpyrrolidin-3-yl)-3-(4-(3-chloro-2-fluorophenoxy)-3-fluorophenyl)-1,3-dihydro-2H-imidazo[4,5-c]pyridin-2-one C(C=C)(=O)N1C[C@@H](CC1)N1C(N(C=2C=NC=CC21)C2=CC(=C(C=C2)OC2=C(C(=CC=C2)Cl)F)F)=O